3-(6-cyclopentyl-2-methylpyrimidin-4-yl)oxy-4-[4-(2-oxopiperazin-1-yl)pyrazol-1-yl]benzonitrile C1(CCCC1)C1=CC(=NC(=N1)C)OC=1C=C(C#N)C=CC1N1N=CC(=C1)N1C(CNCC1)=O